(sulfamoylmethyl)morpholine-4-carboxylic acid benzyl ester C(C1=CC=CC=C1)OC(=O)N1C(COCC1)CS(N)(=O)=O